C(C)(C)(C)OC(=O)C1=CC=C(C=C1)CNC(=O)C1N(CCC2=C(C=CC=C12)N(C(CN(C)C)=O)C)C(=O)OC(C)(C)C tert-butyl 1-((4-(tert-butoxycarbonyl) phenyl) methylcarbamoyl)-5-(2-(dimethylamino)-N-methylacetamido)-3,4-dihydroisoquinoline-2(1H)-carboxylate